S(=O)(=O)(O)C1=CC=C(C)C=C1.CC1=CC=CC=C1 toluene (tosylate)